BrC=1C=C2CN(C(C2=C(C1)C(F)(F)F)=O)C1C(NC(CC1)=O)=O 3-(5-bromo-1-oxo-7-(trifluoromethyl)isoindolin-2-yl)piperidine-2,6-dione